4-chloro-4,4-diphenyl-2-oxobutanoic acid ethyl ester C(C)OC(C(CC(C1=CC=CC=C1)(C1=CC=CC=C1)Cl)=O)=O